tert-butyl ((trans)-2-(2,3-dihydrobenzo[b][1,4]dioxin-6-yl)-5-oxo-pyrrolidin-3-yl)carbamate O1C2=C(OCC1)C=C(C=C2)[C@@H]2NC(C[C@H]2NC(OC(C)(C)C)=O)=O